tert-butyl 2-methyl-5-(5-nitropyridin-3-yl)-1H-pyrrole-1-carboxylate CC=1N(C(=CC1)C=1C=NC=C(C1)[N+](=O)[O-])C(=O)OC(C)(C)C